FC(C(=O)O)(F)F.C1(CC1)CN1C(C(=CC2=C1N=C(N=C2)N[C@@H]2CNC[C@H](C2)F)C2=C(C(=C(C=C2)NS(=O)(=O)CC2=CC=CC=C2)F)F)=O N-(4-(8-(cyclopropylmethyl)-2-(((3S,5S)-5-fluoropiperidin-3-yl)amino)-7-oxo-7,8-dihydropyrido[2,3-d]pyrimidin-6-yl)-2,3-difluorophenyl)-1-phenylmethanesulfonamide trifluoroacetate salt